C(#N)C(CCC(=O)O)(C)SC(=S)CCCCCCCCCCCC 4-cyano-4-((dodecylthiocarbonyl)thio)pentanoic acid